(S)-tert-butyl 3-(7-chloro-8-fluoro-2-(((2R,7aS)-2-fluorohexahydro-1H-pyrrolizin-7a-yl)methoxy)pyrido[4,3-d]pyrimidin-4-yl)-3,8-diazabicyclo[3.2.1]octane-8-carboxylate ClC1=C(C=2N=C(N=C(C2C=N1)N1C[C@@H]2CCC(C1)N2C(=O)OC(C)(C)C)OC[C@]21CCCN1C[C@@H](C2)F)F